C1(C(C1=C(C#N)C1=C(C(=C(C(=C1F)F)C#N)F)F)=C(C#N)C1=C(C(=C(C(=C1F)F)C#N)F)F)=C(C#N)C1=C(C(=C(C(=C1F)F)C#N)F)F (cyclopropane-1,2,3-triylidene)tris(2-(p-cyanotetrafluorophenyl)acetonitrile)